COC1=CC=C(COC2=CC=C(C=C2)CC(=O)O)C=C1 4-(4-methoxybenzyloxy)phenylacetic acid